C(C)(C)(C)C1=CC(=NC=C1)C(CC[C@@H]1CN(CCC1)C(=O)OC(C)(C)C)NC1=NC(=CC=C1)S(N)(=O)=O tert-butyl (3R)-3-[3-(4-tert-butyl-2-pyridyl)-3-[(6-sulfamoyl-2-pyridyl)amino]propyl]piperidine-1-carboxylate